CN1C=NC2=C1C=C(C(=C2)C)C 1,5,6-trimethylbenzimidazole